CC(=CCC/C(=C/CC/C(=C/CSC[C@@H](C(=O)O)N)/C)/C)C The molecule is an S-farnesyl-L-cysteine where the C=C double bonds at the 2- and 6-positions both have (E)-configuration. It is a tautomer of a S-[(2E,6E)-farnesyl]-L-cysteine zwitterion.